N-[(1R)-1-[3-(difluoromethyl)-2-fluoro-phenyl]ethyl]-5-(1,1-dioxo-3,6-dihydro-2H-thiopyran-4-yl)-1H-indazole-7-carboxamide FC(C=1C(=C(C=CC1)[C@@H](C)NC(=O)C=1C=C(C=C2C=NNC12)C=1CCS(CC1)(=O)=O)F)F